C1(CC1)C=1N=C2C(=NC1N1CCC3(CC1)CC1=CC=CC=C1[C@H]3N)NN=C2N2CCCCC2 (3S)-1'-[5-cyclopropyl-3-(piperidin-1-yl)-1H-pyrazolo[3,4-b]pyrazin-6-yl]-1,3-dihydrospiro[inden-2,4'-piperidin]-3-amine